methyl (7Z)-19-[(dimethylamino)methyl]octacos-7-enoate CN(C)CC(CCCCCCCCCC\C=C/CCCCCC(=O)OC)CCCCCCCCC